rac-5-[4-amino-2-(N-(2-amino-1-methyl-2-oxoethyl)-4-fluoro-anilino)thiazole-5-carbonyl]-N-(1-cyclopropylcyclopropyl)isoxazole-3-carboxamide NC=1N=C(SC1C(=O)C1=CC(=NO1)C(=O)NC1(CC1)C1CC1)N(C1=CC=C(C=C1)F)[C@@H](C(=O)N)C |r|